N-(2-(Dimethylamino)ethyl)-3-((6-(1-methyl-1H-pyrazol-5-yl)-1-oxoisoquinolin-2(1H)-yl)methyl)benzamide CN(CCNC(C1=CC(=CC=C1)CN1C(C2=CC=C(C=C2C=C1)C1=CC=NN1C)=O)=O)C